C(C)S(=O)(=O)NC=1SC=C(N1)C(C(=O)NC1=CC=C(C=C1)C=1C=NC=CC1)(C)C 2-(2-(ethylsulfonylamino)thiazol-4-yl)-2-methyl-N-(4-(pyridin-3-yl)phenyl)propanamide